sodium laurylamine C(CCCCCCCCCCC)N.[Na]